4-chloro-7-methyl-9-(piperidin-4-yl)-7-(trifluoromethyl)indolo[1,2-a]quinazolin-5(7H)-one ClC=1C=2C(N=C3N(C2C=CC1)C1=CC=C(C=C1C3(C(F)(F)F)C)C3CCNCC3)=O